FC(OC1=CC=C(C=N1)/C=C/C=1OC=C(N1)C(=O)OC)(F)F methyl (E)-2-(2-(6-(trifluoromethoxy)pyridin-3-yl)vinyl)oxazole-4-carboxylate